CON(C(=O)C1=CC=C(C=C1)N\C(=C\1/C(NC2=CC(=CC=C12)C(=O)OC)=O)\C1=CC=CC=C1)C (Z)-Methyl 3-(((4-(methoxy(methyl)carbamoyl)phenyl)amino) (phenyl)methylene)-2-oxoindoline-6-carboxylate